1-[6-[2-[(acetoxy)imino]-3-cyclohexane-1-oxypropyl]-9-ethyl-9H-carbazole-3-yl]-1,2-octanedione-2-(O-acetyloxime) C(C)(=O)ON=C(C(=O)C=1C=CC=2N(C3=CC=C(C=C3C2C1)CC(COC1CCCCC1)=NOC(C)=O)CC)CCCCCC